BrC=1C(=C(N)C(=C(C1)OCCN(C)C)[N+](=O)[O-])F 3-bromo-5-(2-(dimethylamino)ethoxy)-2-fluoro-6-nitroaniline